2-(2-Chloro-5-(2-hydroxypropan-2-yl)-8-oxothieno[2',3':4,5]pyrrolo[1,2-d][1,2,4]triazin-7(8H)-yl)-N-((1R,3S)-3-hydroxycyclohexyl)acetamid ClC1=CC2=C(C=C3N2C(=NN(C3=O)CC(=O)N[C@H]3C[C@H](CCC3)O)C(C)(C)O)S1